CC(C)OC(CCCS(=O)(=O)C)=O 4-(methylsulfonyl)-butanoic acid 1-methylethyl ester